CNC=1SC=C(N1)C N,4-dimethyl-1,3-thiazol-2-amine